N-(1,2-Dimethylpiperidin-4-yl)-N-methyl-5-[4-(1H-pyrazol-4-yl)-1H-pyrrolo[2,3-c]pyridin-7-yl][1,3]thiazolo[5,4-d][1,3]thiazol-2-amin CN1C(CC(CC1)N(C=1SC=2N=C(SC2N1)C=1N=CC(=C2C1NC=C2)C=2C=NNC2)C)C